CC1=NC(=CC(=N1)NC1=C(C(=O)NOCC)C(=CC=N1)NC=1C(=NC(=CC1)C)N(S(=O)(=O)C)C)C ((2,6-dimethylpyrimidin-4-yl)amino)-N-ethoxy-4-((6-Methyl-2-(N-methylmethylsulfonamido)pyridin-3-yl)amino)nicotinamide